N-(4-{4-cyano-2-[4-(difluoromethyl)-4H-1,2,4-triazol-3-yl]phenyl}-6-cyclopropyl-2-pyridyl)-1-cyclopropyl-2-oxo-5-[(2-trifluoromethoxyethylamino)methyl]-1,2-dihydronicotinamide C(#N)C1=CC(=C(C=C1)C1=CC(=NC(=C1)C1CC1)NC(C=1C(N(C=C(C1)CNCCOC(F)(F)F)C1CC1)=O)=O)C1=NN=CN1C(F)F